p-(t-butoxycarbonyl)styrene (t-butyl 4-vinylbenzoate) C(C)(C)(C)C1=C(C(=O)O)C=CC(=C1)C=C.C(C)(C)(C)OC(=O)C1=CC=C(C=C)C=C1